2-((6-bromo-2-cyclopropyl-8-fluoroquinolin-4-yl)(ethyl)amino)-4-(tetrahydro-2H-pyran-4-yl)thiazole-5-carbonitrile BrC=1C=C2C(=CC(=NC2=C(C1)F)C1CC1)N(C=1SC(=C(N1)C1CCOCC1)C#N)CC